2,2,2-trifluoroethyl piperazine-1-carboxylate N1(CCNCC1)C(=O)OCC(F)(F)F